C(C)(C)C1CC2(CCC(O2)OCCOC2OC3(CC2)CC(CCC3)C(C)C)CCC1 1,2-bis((7-isopropyl-1-oxaspiro[4.5]dec-2-yl)oxy)ethan